Vinyl propionat C(CC)(=O)OC=C